BrC1=C(C=CC2=C1C[C@](O2)(C2=CC=CC=C2)CO)C#N (S)-4-Bromo-2-(hydroxymethyl)-2-phenyl-2,3-dihydrobenzofuran-5-carbonitrile